BrC=1C=C(C(=NC1)OCCCN(C)C)[N+](=O)[O-] 3-((5-bromo-3-nitropyridin-2-yl)oxy)-N,N-dimethylpropane-1-amine